Ethylenediaminetetraacetic acid trisodium salt hydrate O.[Na+].[Na+].[Na+].C(CN(CC(=O)[O-])CC(=O)[O-])N(CC(=O)O)CC(=O)[O-]